ClC1=CC=C(CN2C(=NC=3N(C(N(C(C23)=O)CCCO)=O)C)C2(CCC(CC2)(C)C)F)C=C1 7-(4-chlorobenzyl)-8-(1-fluoro-4,4-dimethylcyclohexyl)-1-(3-hydroxypropyl)-3-methyl-3,7-dihydro-1H-purine-2,6-dione